N-ethyl-N-((2-phenylimidazo[1,2-a]pyridin-3-yl)methyl)ethanamine C(C)N(CC)CC1=C(N=C2N1C=CC=C2)C2=CC=CC=C2